FC(OC1=CC(=NN1)NC1=CN=CC(=N1)O[C@H]1[C@H]([C@H]2CC[C@@H](C1)N2C(=O)OC(C)(C)C)F)F tert-butyl (1R,2S,3R,5S)-3-((6-((5-(difluoromethoxy)-1H-pyrazol-3-yl)amino)pyrazin-2-yl)oxy)-2-fluoro-8-azabicyclo[3.2.1]octane-8-carboxylate